C(C)(=O)OCC(=O)N(C[C@H]1C(NCC1)=O)CC([C@H](CC(C)C)NC(=O)OC(C)(C)C)=O 2-(((S)-3-((Tert-butoxycarbonyl)amino)-5-methyl-2-oxohexyl)(((S)-2-oxopyrrolidin-3-yl)methyl)amino)-2-oxoethyl acetate